ethyl (1R,3S,4S)-1-((tert-butoxycarbonyl)amino)-3-fluoro-4-(((trifluoromethyl)sulfonyl) oxy)cyclopentane-1-carboxylate C(C)(C)(C)OC(=O)N[C@]1(C[C@@H]([C@H](C1)OS(=O)(=O)C(F)(F)F)F)C(=O)OCC